1-Benzyl-N-[4-methyl-5-oxo-2-(pyrazol-1-ylmethyl)-7,8-dihydro-6H-pyrazolo[1,5-a][1,3]diazepin-6-yl]-1,2,4-triazol-3-carboxamid C(C1=CC=CC=C1)N1N=C(N=C1)C(=O)NC1C(N(C=2N(CC1)N=C(C2)CN2N=CC=C2)C)=O